methyl-2-((2-methoxy-4-(trifluoromethyl)benzyl)oxy)-6-(piperidin-4-yl)pyridine CC=1C(=NC(=CC1)C1CCNCC1)OCC1=C(C=C(C=C1)C(F)(F)F)OC